phenyl-pyridazine-3-carbonitrile C1(=CC=CC=C1)C1=C(N=NC=C1)C#N